(R)-1-(6-methylpyridin-3-yl)ethyl 4-[7-(1-methyl-1H-pyrazol-4-yl)imidazo[1,2-b]pyridazin-3-yl]piperazine-1-carboxylate CN1N=CC(=C1)C1=CC=2N(N=C1)C(=CN2)N2CCN(CC2)C(=O)O[C@H](C)C=2C=NC(=CC2)C